C(CCC)/C(/C(=O)[O-])=C/C(=O)[O-].C(CCC)/C(/C(=O)[O-])=C/C(=O)[O-].C(CCC)[Sn+4]CCCC dibutyltin bis(butylmaleate)